3,9-diiodoperylene-4,10-dicarboxylic acid diisobutyl ester C(C(C)C)OC(=O)C=1C2=C(C=CC=3C4=CC=C(C=5C(=CC=C(C(=CC1)C23)C54)I)C(=O)OCC(C)C)I